2-(2-chlorobenzyl)-N-(4-methoxyphenyl)-8-methyl-4,5-dihydro-2H-furo[2,3-g]indazole-7-carboxamide ClC1=C(CN2N=C3C4=C(CCC3=C2)OC(=C4C)C(=O)NC4=CC=C(C=C4)OC)C=CC=C1